2-fluoro-6-(methoxymethyl)benzonitrile FC1=C(C#N)C(=CC=C1)COC